N(C(=N)N)CCC[C@@H](C(=O)N1CCC(CC1)C(=O)OCC)NS(=O)(=O)C1=C(C=C(C=C1C(C)C)C(C)C)C(C)C (S)-ethyl 1-(5-guanidino-2-(2,4,6-triisopropylphenylsulfonamido) pentanoyl)piperidine-4-carboxylate